C(=O)(OCC1C2=CC=CC=C2C2=CC=CC=C12)N[C@@H](CC1=CNC2=C(C=CC=C12)C)C(=O)O fmoc-7-methyl-L-tryptophan